(3R)-3-[(3-Chloropyrazin-2-yl)methylcarbamoyl]piperidine-1-carboxylic acid benzyl ester C(C1=CC=CC=C1)OC(=O)N1C[C@@H](CCC1)C(NCC1=NC=CN=C1Cl)=O